5-(3,4-dimethoxyphenyl)-4-(2-furoyl)-3-hydroxy-1-[2-(4-morpholinyl)ethyl]-1,5-dihydro-2H-pyrrol-2-one COC=1C=C(C=CC1OC)C1C(=C(C(N1CCN1CCOCC1)=O)O)C(=O)C=1OC=CC1